(S)-4-(4-aminobutyl)-9-ethyl-5-fluoro-9-hydroxy-1,2,3,9,12,15-hexahydro-10H,13H-benzo[de]pyrano[3',4':6,7]indolizino[1,2-b]quinoline-10,13-dione NCCCCC1=C2C=3C(=C4C(=NC3C=C1F)C1=CC3=C(C(N1C4)=O)COC([C@]3(O)CC)=O)CCC2